CN1N=CC(=C1)C=1OC2=C(N1)C=C(C=C2)OCC2=NC=C(C=C2)B2OC(C(O2)(C)C)(C)C 2-(1-methyl-1H-pyrazol-4-yl)-5-{[5-(tetramethyl-1,3,2-dioxaborolan-2-yl)pyridin-2-yl]methoxy}-1,3-benzoxazole